BrCC1=C(COC2=CC=C(C=O)C=C2)C=CC=C1 4-((2-(bromomethyl)benzyl)oxy)benzaldehyde